4,4,5,5-tetramethyl-2-(7-phenyltetraphen-12-yl)-1,3,2-dioxaborolane CC1(OB(OC1(C)C)C1=C2C=CC=CC2=C(C2=CC=C3C=CC=CC3=C12)C1=CC=CC=C1)C